NC=1SC(=CN1)C(=O)NC1=C(C=C(C(=C1)C(NC=1C=NN(C1)C)=O)F)C 2-Amino-N-[4-fluoro-2-methyl-5-[(1-methylpyrazol-4-yl)carbamoyl]phenyl]-1,3-thiazole-5-carboxamide